O[C@@H]1[C@@H](CC12CCN(CC2)C(=O)C2COCC2)[C@@H]2N1C(C3=CC=CC=C23)=CN=C1 ((1R,2S)-1-hydroxy-2-((S)-5H-imidazo[5,1-a]isoindol-5-yl)-7-azaspiro[3.5]nonan-7-yl)(tetrahydrofuran-3-yl)methanone